CC1=CC=C(C=C1)S(=O)(=O)O[C@H]1CC[C@H]2CN(C[C@H]21)C(=O)OC(C)(C)C 2-Methyl-2-propanyl (3aS,4S,6aR)-4-{[(4-methylphenyl)sulfonyl]oxy}hexahydrocyclopenta[c]pyrrole-2(1H)-carboxylate